CC(CC[C@@H](C(=O)O)NC(C([C@H](CC)C)NC([C@H](C)NC(=O)[C@H]1NCCC1)=O)=O)(C)C (2S)-5,5-Dimethyl-2-((3S)-3-methyl-2-((S)-2-((S)-pyrrolidine-2-carboxamido)propanamido)pentanamido)hexanoic acid